2-(2-chloro-6-fluoro-phenyl)-2-hydroxy-acetic acid methyl ester COC(C(O)C1=C(C=CC=C1F)Cl)=O